2,3-diaminofuran NC=1OC=CC1N